((5-(methoxycarbonyl)thiazole-2-yl)methyl)iminodicarboxylic acid di-tert-butyl ester C(C)(C)(C)OC(=O)N(C(=O)OC(C)(C)C)CC=1SC(=CN1)C(=O)OC